[Mn].[Sr].[Lu] lutetium-strontium-manganese